(Z)-3-(5-(3-(1-(2-(4-(1-(4-hydroxyphenyl)-2-phenylbut-1-en-1-yl)phenoxy)ethyl)piperidin-3-yl)propyl)-1-oxoisoindolin-2-yl)piperidine-2,6-dione OC1=CC=C(C=C1)/C(=C(\CC)/C1=CC=CC=C1)/C1=CC=C(OCCN2CC(CCC2)CCCC=2C=C3CN(C(C3=CC2)=O)C2C(NC(CC2)=O)=O)C=C1